4-((4'-(1,1,1,3,3,3-hexafluoro-2-hydroxypropan-2-yl)-[1,1'-biphenyl]-4-yl)methyl)-1-(pyridin-4-ylmethyl)piperazine-2-carboxylic acid FC(C(C(F)(F)F)(O)C1=CC=C(C=C1)C1=CC=C(C=C1)CN1CC(N(CC1)CC1=CC=NC=C1)C(=O)O)(F)F